4-cyclopropyl-5-[4-[[3-fluoro-4-[1-isopropyl-4-(trifluoromethyl)imidazol-2-yl]phenyl]methoxy]pyrimidin-2-yl]-6-methoxy-pyrimidine C1(CC1)C1=NC=NC(=C1C1=NC=CC(=N1)OCC1=CC(=C(C=C1)C=1N(C=C(N1)C(F)(F)F)C(C)C)F)OC